OC1=C(C=C(CNC2=C3N=CN(C3=NC=N2)[C@H]2[C@@H](O)[C@H](O)[C@H](O2)CO)C=C1)OC 6-(4-Hydroxy-3-methoxybenzylamino)-9-β-D-arabinofuranosylpurin